2-pyridinemethylamine N-oxide N1=C(C=CC=C1)C[NH2]=O